tert-butyl 4-{4-[1-(4-{1-[(tert-butoxy)carbonyl]-1,2,3,6-tetrahydropyridin-4-yl}phenyl)-5-methyl-1H-1,2,3-triazol-4-yl]phenyl}-1,2,3,6-tetrahydropyridine-1-carboxylate C(C)(C)(C)OC(=O)N1CCC(=CC1)C1=CC=C(C=C1)N1N=NC(=C1C)C1=CC=C(C=C1)C=1CCN(CC1)C(=O)OC(C)(C)C